C(C)C1(COC1)COC(C=C)=O 3-ethyl-3-(acryloyloxymethyl)oxetane